N1CC(C1)C1=CC=C(N=N1)C1=C(C=C(C=C1)C=1C=C(C=2N(N1)C=C(N2)C)C)O 2-(6-(azetidin-3-yl)pyridazin-3-yl)-5-(2,8-dimethylimidazo[1,2-b]pyridazin-6-yl)phenol